1-(4-cyano-3-fluorophenyl)-3-(3-fluoro-4-(7-(5-methyl-1H-imidazol-2-yl)-1-oxoisoindolin-4-yl)phenyl)urea C(#N)C1=C(C=C(C=C1)NC(=O)NC1=CC(=C(C=C1)C1=C2CNC(C2=C(C=C1)C=1NC(=CN1)C)=O)F)F